P(=O)(OCCCN1C(N(C(C=2NC(=NC12)\C=C\C1=CC(=CC=C1)OC)=O)CC#C)=O)(O)O (E)-3-(8-(3-Methoxystyryl)-2,6-dioxo-1-(prop-2-yn-1-yl)-1,2,6,7-tetrahydro-3H-purin-3-yl)propyl dihydrogen phosphate